((3-(5-(Dicyclopropylphosphoryl)-1-methyl-1H-pyrazol-3-yl)-2-methoxyphenyl)amino)-6-(pyrrolidin-1-yl)pyridazine-3-carboxamide C1(CC1)P(=O)(C1CC1)C1=CC(=NN1C)C=1C(=C(C=CC1)NC1=C(N=NC(=C1)N1CCCC1)C(=O)N)OC